C1(CCCCCC1)CC(=O)O 2-cycloheptyl-acetic acid